C(C1=CC=CC=C1)OC1=C(C=CC(=C1)B1OC(C(O1)(C)C)(C)C)NS(=O)(=O)CC N-(2-(benzyloxy)-4-(4,4,5,5-tetramethyl-1,3,2-dioxaborolan-2-yl)phenyl)ethanesulfonamide